FC=1C=C(C=C(C1)F)NC(C)C=1C=C(C=C2C(C=C(OC12)N1CCOCC1)=O)S(=O)(=O)O 8-(1-((3,5-difluorophenyl)amino)ethyl)-2-morpholino-4-oxo-4H-chromene-6-sulfonic acid